[Pt+2].C1=CCCC=CCC1 (1,5-cyclooctadiene) platinum (II)